FC1=CC=C(C=C1)S(=O)(=O)N1CCC(CC1)CC1=CC=C(CN2CCOCC2)C=C1 4-(4-((1-((4-fluorophenyl)sulfonyl)piperidin-4-yl)methyl)benzyl)morpholine